(R)-1-((S)-2-((6-oxo-5-(trifluoromethyl)-1,6-dihydropyridazin-4-yl)amino)propyl)pyrrolidine O=C1C(=C(C=NN1)N[C@H](CN1CCCC1)C)C(F)(F)F